1-methoxy-4-(3,5-bis(trichloromethyl)triazinyl)benzene COC1=CC=C(C=C1)C=1N(NN=CC1C(Cl)(Cl)Cl)C(Cl)(Cl)Cl